1-tert-butoxycarbonyl-3-bis(tert-butoxycarbonyl)amino-4-methyl-1H-pyrrole-2-carboxylic acid ethyl ester C(C)OC(=O)C=1N(C=C(C1N(C(=O)OC(C)(C)C)C(=O)OC(C)(C)C)C)C(=O)OC(C)(C)C